FC1=C(C(=CC=C1)F)C1=CC(=CC2=C1C(=NO2)N2C(N1[C@H](C2)C[C@@H](C1)NS(=O)(=O)CC)=O)OC N-{(6S,7aS)-2-[4-(2,6-difluorophenyl)-6-methoxy-1,2-benzoxazol-3-yl]-3-oxohexahydro-1H-pyrrolo[1,2-c]imidazol-6-yl}ethanesulfonamide